CN1CC(OB(OC(C1)=O)C\C=C\CCCCCCCCCC)=O (E)-6-methyl-2-(tridec-2-en-1-yl)-1,3,6,2-dioxazaborocane-4,8-dione